C=CCC(C#CC)O hept-1-en-5-yn-4-ol